FC1=C(C=CC(=C1)[N+](=O)[O-])C1=NN(C=N1)C 3-(2-fluoro-4-nitrophenyl)-1-methyl-1H-1,2,4-triazole